Zirconium (propoxide) [O-]CCC.[Zr+4].[O-]CCC.[O-]CCC.[O-]CCC